C(C)(=O)C1=CC=C(C=C1)C[C@H](N)C(=O)O 3-(4-acetylphenyl)alanine